NCC(CN1N=CN(C1=O)CC1=CC=C(S1)C1=CC=C2CCNC(C2=C1)=O)=C(F)F 7-[5-[[1-[2-(aminomethyl)-3,3-difluoro-allyl]-5-oxo-1,2,4-triazol-4-yl]methyl]-2-thienyl]-3,4-dihydro-2H-isoquinolin-1-one